FC=1C=C(C=CC1C=1C=NC(=CC1)C=1N=NN(N1)C1CC1)[C@H]1COCC(C1)CO (S)-3-(3-fluoro-4-(6-(2-cyclopropyl-2H-tetrazol-5-yl)pyridin-3-yl)phenyl)-5-(hydroxymethyl)oxane